(S)-N-(benzo[b]thiophen-5-ylmethyl)-1-(6-(4-(trifluoromethyl)phenyl)thieno[2,3-d]pyrimidin-4-yl)piperidine-3-carboxamide S1C2=C(C=C1)C=C(C=C2)CNC(=O)[C@@H]2CN(CCC2)C=2C1=C(N=CN2)SC(=C1)C1=CC=C(C=C1)C(F)(F)F